5,10,15,20-tetra(4-boranylphenyl)porphyrin BC1=CC=C(C=C1)C=1C2=CC=C(N2)C(=C2C=CC(C(=C3C=CC(=C(C=4C=CC1N4)C4=CC=C(C=C4)B)N3)C3=CC=C(C=C3)B)=N2)C2=CC=C(C=C2)B